2-(tert-butyl)-4-isopropyl-6-methylphenol C(C)(C)(C)C1=C(C(=CC(=C1)C(C)C)C)O